COC(=O)C=1C(=CC2=CN(N=C2C1)C1CCC(CC1)CO)NC(=O)OC(C)(C)C.FC(C1=NC(=NO1)C1=CC=C(C=C1)C1(CC1)C(=O)N)(F)F [4-[5-(trifluoromethyl)-1,2,4-oxadiazol-3-yl]phenyl]cyclopropanecarboxamide methyl-5-(tert-butoxycarbonylamino)-2-[4-(hydroxymethyl)cyclohexyl]indazole-6-carboxylate